C(C)(C)(C)C=1C=C(C=C(C1OC)C(C)(C)C)P(C1=C(C2=CC=CC=C2C=C1)C1=C(C=CC2=CC=CC=C12)P(C1=CC(=C(C(=C1)C(C)(C)C)OC)C(C)(C)C)C1=CC(=C(C(=C1)C(C)(C)C)OC)C(C)(C)C)C1=CC(=C(C(=C1)C(C)(C)C)OC)C(C)(C)C (S)-2,2'-Bis[bis(3,5-di-tert-butyl-4-methoxyphenyl)phosphino]-1,1'-binaphthyl